N=1NN=NC1C1CCN(CC1)CC1=CC=C(C=C1)NC1=NC(=NC=2C=NNC(C21)=O)N2CCC(CC2)CC#N 2-(1-(4-((4-((4-(2H-tetrazol-5-yl)piperidin-1-yl)methyl)phenyl)amino)-5-oxo-5,6-dihydropyrimido[4,5-d]pyridazin-2-yl)piperidin-4-yl)acetonitrile